BrC=1C=NC(=NC1)C1=CC=C(N)C=C1 4-(5-Bromopyrimidin-2-yl)aniline